2'-(4,5-Dimethyl-1H-imidazol-2-yl)-N-(2-methoxyethyl)-N-methyl-3,4'-bipyridin-5-carboxamid CC=1N=C(NC1C)C1=NC=CC(=C1)C=1C=NC=C(C1)C(=O)N(C)CCOC